1-(6Z,9Z,12Z-octadecatrienoyl)-2-octadecanoyl-glycero-3-phosphoserine CCCCCCCCCCCCCCCCCC(=O)O[C@H](COC(=O)CCCC/C=C\C/C=C\C/C=C\CCCCC)COP(=O)(O)OC[C@@H](C(=O)O)N